2-amino-2-(o-tolyl)ethan-1-ol NC(CO)C1=C(C=CC=C1)C